CC1(OC2(C(O1)C[C@]13[C@@H](CC[C@H]1C([C@H]2C3)(C)C)C)C)C (4aR,5R,7aS,9R)-octahydro-2,2,5,8,8,9a-hexamethyl-4H-4a,9-methano-azuleno[5,6-d]-1,3-dioxole